C1=CN=C2N1C1=CC=CC=C1C=C2C(=O)O Imidazo[1,2-a]quinoline-4-carboxylic acid